5-fluoro-2-methylbenzo[d]oxazol-6-amine FC=1C(=CC2=C(N=C(O2)C)C1)N